FC1=C(C=C(C(=C1)C1(OCC1)C(F)(F)F)O)CC(=O)NC1=CC(=NC=C1)C(=O)NC1(CC1)C(F)(F)F 4-[[2-[2-Fluoro-5-hydroxy-4-[2-(trifluoromethyl)oxetan-2-yl]phenyl]acetyl]amino]-N-[1-(trifluoromethyl)cyclopropyl]pyridine-2-carboxamide